C1=C(C=CC2=CC=CC=C12)C(=O)N[C@@H](C(=O)N1[C@@H](C[C@H](C1)N1CCCCC1)C(=O)NC(C(C(=O)N)=O)C(C)C)CC1CCCCC1 (2S,4R)-1-((R)-2-(2-naphthamido)-3-cyclohexylpropanoyl)-N-(1-amino-4-methyl-1,2-dioxopentan-3-yl)-4-(piperidin-1-yl)pyrrolidine-2-carboxamide